tert-butyl N-[4-[3-(3-fluorophenyl)-1,2,4-oxadiazol-5-yl]tetrahydropyran-4-yl]carbamate FC=1C=C(C=CC1)C1=NOC(=N1)C1(CCOCC1)NC(OC(C)(C)C)=O